N-(1-(2-chloropyridin-4-yl)-3,3,3-trifluoropropyl)-2-methylpropane-2-sulfinamide ClC1=NC=CC(=C1)C(CC(F)(F)F)NS(=O)C(C)(C)C